NC1=NC(=C(C=C1C=1C=C2CCNC(C2=CC1F)=O)C1=CC(=C(C=C1)C1CCOCC1)CN(C)CCOC)F 6-(2-amino-6-fluoro-5-(3-(((2-methoxyethyl)(methyl)amino)methyl)-4-(tetrahydro-2H-pyran-4-yl)phenyl)pyridin-3-yl)-7-fluoro-3,4-dihydroisoquinolin-1(2H)-one